3-{4-[(2-amino-4-pyrimidinyl)oxy]-2-methylphenyl}-1-[4-(1-piperazinylmethyl)-3-(trifluoromethyl)phenyl]-2,4-imidazolidinedione NC1=NC=CC(=N1)OC1=CC(=C(C=C1)N1C(N(CC1=O)C1=CC(=C(C=C1)CN1CCNCC1)C(F)(F)F)=O)C